(3-((tert-Butoxycarbonyl)amino)-1-methyl-4-oxo-1H-pyrrolo[3,2-c]pyridin-5(4H)-yl)acetic acid ethyl ester C(C)OC(CN1C(C2=C(C=C1)N(C=C2NC(=O)OC(C)(C)C)C)=O)=O